CS(=O)(=O)C1=CC=C(C=C1)N[C@@H](CO)C(=O)O (2S,3S)-p-methylsulfonylphenyl-serine